CC1=[N+](C=CC=C1)[O-] 2-methylpyridine 1-oxide